C(CCCCCCCCC(=O)OCCCCCCCCCCCCCCCCCCCCCC)(=O)OCCCCCCCCCCCCCCCCCCCCCC didocosyl sebacate